C1(CC1)CN(C1=CC=CC=C1)C1=CC=C(C=N1)C1CN(C1)C(=O)N1C[C@H](CC1)C1=NN=NN1 [3-[6-[N-(Cyclopropylmethyl)anilino]-3-pyridyl]azetidin-1-yl]-[(3S)-3-(1H-tetrazol-5-yl)pyrrolidin-1-yl]methanone